1-decyl-3-ethylpyrrolidinium chloride [Cl-].C(CCCCCCCCC)[NH+]1CC(CC1)CC